[6-(di-tert-butyl-phosphinomethylene)-2-(N,N-diethylaminomethyl)-1,6-dihydropyridine] ruthenium (II) [Ru+2].C(C)(C)(C)P(C=C1C=CC=C(N1)CN(CC)CC)C(C)(C)C